((5-(1H-indazol-4-yl)-2-methylphenyl)sulfonyl)morpholine N1N=CC2=C(C=CC=C12)C=1C=CC(=C(C1)S(=O)(=O)N1CCOCC1)C